tert-Butyl (R,E)-4-(1-((tert-butylsulfinyl)imino)ethyl)piperidine-1-carboxylate C(C)(C)(C)[S@@](=O)\N=C(/C)\C1CCN(CC1)C(=O)OC(C)(C)C